3-hydroxy-2-picoline sulfate S(=O)(=O)(O)O.OC=1C(=NC=CC1)C